N-(4-((6,7-bis(2-methoxyethoxy)quinolin-4-yl)oxy)-3,5-difluorophenyl)-4-methoxypyridine-3-carboxamide COCCOC=1C=C2C(=CC=NC2=CC1OCCOC)OC1=C(C=C(C=C1F)NC(=O)C=1C=NC=CC1OC)F